4-chloro-6-(methyl-d3)nicotinic acid ethyl ester C(C)OC(C1=CN=C(C=C1Cl)C([2H])([2H])[2H])=O